tert-Butyl N-tert-butoxycarbonyl-N-[3-[[2-chloro-5-[[(1R,3R)-2,2-dichloro-3-[3-fluoro-5-(trifluoromethyl)phenyl]cyclopropanecarbonyl]amino]benzoyl]amino]-2,6-difluoro-phenyl]carbamate C(C)(C)(C)OC(=O)N(C(OC(C)(C)C)=O)C1=C(C(=CC=C1F)NC(C1=C(C=CC(=C1)NC(=O)[C@@H]1C([C@H]1C1=CC(=CC(=C1)C(F)(F)F)F)(Cl)Cl)Cl)=O)F